para-chloroformanilide ClC1=CC=C(NC=O)C=C1